C(N)(=O)C1CN(CC1)C1=CC2=C(CC(O2)(C)C)C=C1NC(=O)C=1C=NN2C1N=CC=C2 N-(6-(3-Carbamoylpyrrolidin-1-yl)-2,2-dimethyl-2,3-dihydrobenzo-furan-5-yl)pyrazolo[1,5-a]pyrimidine-3-carboxamide